2-chloro-N-(6-methyl-5-((3-(2-(piperidin-3-ylamino)pyrimidin-4-yl)pyridin-2-yl)oxy)naphthalen-1-yl)benzenesulfonamide ClC1=C(C=CC=C1)S(=O)(=O)NC1=CC=CC2=C(C(=CC=C12)C)OC1=NC=CC=C1C1=NC(=NC=C1)NC1CNCCC1